(E)-3-(4-fluorophenyl)but-2-en-1-ol FC1=CC=C(C=C1)/C(=C/CO)/C